ClC=1N=C(N2C1C(=C(C(=C2)S(NC2(CC2)CF)(=O)=O)Cl)N2CCN(CC2)C(=O)N(C)C)C=2SC(=NN2)C(F)F 4-(1,7-dichloro-3-(5-(difluoromethyl)-1,3,4-thiadiazol-2-yl)-6-(N-(1-(fluoromethyl)cyclopropyl)sulfamoyl)imidazo[1,5-a]pyridin-8-yl)-N,N-dimethylpiperazine-1-carboxamide